OP(O)OP(O)O.C(C)(C)(C)C1=C(C=CC(=C1)C(C)(C)C)C1=C(C(=C(C=2C3=CC=CC=C3C12)C1=C(C=C(C=C1)C(C)(C)C)C(C)(C)C)C1=C(C=C(C=C1)C(C)(C)C)C(C)(C)C)C1=C(C=C(C=C1)C(C)(C)C)C(C)(C)C tetrakis(2,4-di-tert-butylphenyl)biphenylene diphosphite